BUTYL (4-((3-CYCLOPROPYL-1-((2-(TRIMETHYLSILYL)ETHOXY)METHYL)-1H-PYRROLO[2,3-B]PYRIDIN-4-YL)OXY)-2-FLUOROPHENYL)CARBAMATE C1(CC1)C1=CN(C2=NC=CC(=C21)OC2=CC(=C(C=C2)NC(OCCCC)=O)F)COCC[Si](C)(C)C